OC(=O)C(F)(F)F.N1CCC(CC1)C(=O)N1OCC[C@H]1C1=C(C#N)C=CC=N1 (S)-(2-(Piperidine-4-carbonyl)isoxazolidin-3-yl)nicotinonitrile TFA salt